C(CCCCCCC)N1N=C(N=C1)C(=O)OC methyl 1-octyl-1H-1,2,4-triazole-3-carboxylate